BrC1=CC=C(C=C1)[C@H]1[C@@H]([C@H](CCC1)C(NC1=CC=C(C=C1)C(C)C)=O)C(=O)O (1S,2R,6S)-2-(4-bromophenyl)-6-((4-isopropylphenyl)carbamoyl)cyclohexane-1-carboxylic acid